trans-ethyl-2-(4,4,5,5-tetramethyl-1,3,2-dioxaborolan-2-yl)cyclopropanecarboxylate C(C)OC(=O)[C@H]1[C@@H](C1)B1OC(C(O1)(C)C)(C)C